C1(=C(C=CC=C1)C1=C(C=C(C=C1)C1=C(C=CC=C1)C)O)C 2,5-ditolylphenol